1-chloro-1,2,2-trifluoroethylene ClC(=C(F)F)F